N-(4-(benzyloxy)-2-methylphenyl)-4-chloro-1-(2-(cyclopropanecarbonyl)-2-azaspiro[3.3]heptan-6-yl)-1H-pyrazole-5-carboxamide C(C1=CC=CC=C1)OC1=CC(=C(C=C1)NC(=O)C1=C(C=NN1C1CC2(CN(C2)C(=O)C2CC2)C1)Cl)C